OC1=C(C(=CC=C1)OC)C(C)=O 1-(2-Hydroxy-6-methoxyphenyl)ethanon